O\N=C(/N)\C1=CC=2C(=NSN2)C=C1 (Z)-N'-hydroxybenzo[c][1,2,5]thiadiazole-5-carboxamidine